C(C)(C)(C)OC(=O)N1CCC(CC1)CC(C1=CC(=CC=C1)F)N1C2=C(C=3C=CC(=CC13)C(=O)OC)N=CC(=C2)C2=C(N=NN2C)C methyl 5-(2-(1-(tert-Butoxycarbonyl) piperidin-4-yl)-1-(3-fluorophenyl) ethyl)-3-(1,4-dimethyl-1H-1,2,3-triazol-5-yl)-5H-pyrido[3,2-b]indole-7-carboxylate